ClC1=CC(=C(C(=O)O)C=C1Cl)OC1=C(C(=C(C=C1)F)F)OC[2H] 4,5-dichloro-2-(3,4-difluoro-2-(deuteromethoxy)phenoxy)benzoic acid